N1N=NC(=C1)C1=CC=C(C=C1)[C@H](C)N1CN=CC2=C1SC=C2 N-[(1S)-1-[4-(1H-triazol-4-yl)phenyl]ethyl]thieno[2,3-d]pyrimidin